C(C)C1=NC(=NO1)C=1C=C2CCCC(C2=CC1)NC(=O)C=1C=NN(C1)C N-[6-(5-ethyl-1,2,4-oxadiazol-3-yl)-1,2,3,4-tetrahydronaphthalen-1-yl]-1-methyl-1H-pyrazole-4-carboxamide